BrC1=CC=CC(=N1)C1=CN=C2N1N=C(C(=C2)OC)C(F)F 3-(6-bromo-2-pyridyl)-6-(difluoromethyl)-7-methoxy-imidazo[1,2-b]pyridazine